O1N=CC2=C1C=CC=C2B(O)O BENZO[D]ISOXAZOL-4-YLBORONIC ACID